BrC=1C=C2CN(CC2=CC1)C(=O)NC(C)(C)C 5-bromo-N-(tert-butyl)isoindoline-2-carboxamide